FC1=C(N=CC2=C1N=C(N=C2N2C[C@H]1C([C@@H](C2)C1)C(=O)OC1=CC=C(C=C1)F)OCC12CCCN2CCC1)C1=CC=CC2=CC=CC(=C12)F 4-fluorophenyl (1R,5S,6s)-3-(8-fluoro-7-(8-fluoronaphthalen-1-yl)-2-((tetrahydro-1H-pyrrolizin-7a(5H)-yl)methoxy)pyrido[4,3-d]pyrimidin-4-yl)-3-azabicyclo[3.1.1]heptane-6-carboxylate